C(C)OC(CC(C=O)C1=CC=C(C=C1)S(=O)(=O)CC1CC1)=O 3-(4-((cyclopropylmethyl)sulfonyl)phenyl)-4-oxobutanoic acid ethyl ester